(E)-2-(Trifluoromethyl)benzaldehyd-O-{2,6-bis[(4,6-dimethoxypyrimidin-2-yl)oxy]benzoyl}oxim COC1=NC(=NC(=C1)OC)OC1=C(C(=O)O\N=C\C2=C(C=CC=C2)C(F)(F)F)C(=CC=C1)OC1=NC(=CC(=N1)OC)OC